C(C)C(CN1C(=C(C(C=C1)=O)OC(=O)C(C)(C)C)C=O)CCCC N-(2-ethylhexyl)-2-formyl-3-tert-butylcarbonyloxy-pyridin-4-one